FC(C=1C=C(C(C(=O)N)=C(C1)[2H])[2H])(F)F 4-(trifluoromethyl)benzamide-2,6-d2